octadec-9,12-dien-1-yl 6-aminocaproate ((9Z,12Z)-octadeca-9,12-dien-1-yl 6-aminohexanoate) C(CCCCCCC\C=C/C\C=C/CCCCC)C(C(=O)O)CCCCN.NCCCCCC(=O)OCCCCCCCCC=CCC=CCCCCC